CS(=O)(=O)OCCOS(=O)(=O)C ethan-1,2-diyl dimethanesulfonate